C(C)(C)(C)N1N=NC(=C1)C(=O)NC1C2=C(CN(CC1)CC(F)(F)F)C=C(C=C2)C2=NC(=NC=C2)NC=2C=NN(C2)C 1-(tert-butyl)-N-(8-(2-((1-methyl-1H-pyrazol-4-yl)amino)pyrimidin-4-yl)-2-(2,2,2-trifluoroethyl)-2,3,4,5-tetrahydro-1H-benzo[c]azepin-5-yl)-1H-1,2,3-triazole-4-carboxamide